(E)-1-amino-2-(1-(2-cyano-4,4-dimethylpent-2-enoyl)pyrrolidin-2-yl)-4-(4-((5-methylpyridin-2-yl)carbamoyl)phenyl)-1H-imidazole-5-carboxamide NN1C(=NC(=C1C(=O)N)C1=CC=C(C=C1)C(NC1=NC=C(C=C1)C)=O)C1N(CCC1)C(\C(=C\C(C)(C)C)\C#N)=O